(trihexyl(tetradecyl)phosphonium) bis(trifluoromethylsulfonyl)imide [N-](S(=O)(=O)C(F)(F)F)S(=O)(=O)C(F)(F)F.C(CCCCC)[P+](CCCCCCCCCCCCCC)(CCCCCC)CCCCCC